(R)-2-(6-(furan-2-yl)-4-((1-methylpiperidin-3-yl)amino)phthalazin-1-yl)-5-methylphenol O1C(=CC=C1)C=1C=C2C(=NN=C(C2=CC1)C1=C(C=C(C=C1)C)O)N[C@H]1CN(CCC1)C